FC1=CC=C(C=C1)CN1N=C(C=2CN(C[C@@H](C21)C)C(=O)C=2NC=CC2)C(=O)OCC ethyl (7S)-1-[(4-fluorophenyl)methyl]-7-methyl-5-(1H-pyrrole-2-carbonyl)-6,7-dihydro-4H-pyrazolo[4,3-c]pyridine-3-carboxylate